[Bi].[Co](=O)(=O)=O cobalt trioxide bismuth